ClC1=C(C=CC=C1)C1=C(C=CC(=C1)C(F)(F)F)S(=O)(=O)N1CCC(CC1)(C(=O)O)F 1-[2-(2-chlorophenyl)-4-(trifluoromethyl)phenyl]sulfonyl-4-fluoro-piperidine-4-carboxylic acid